C(C)#N.C(C)#N.[Rh+] rhodium (I) bis(acetonitrile)